ClC=1C=C(C=C(C1)NS(=O)(=O)C)NC(=O)C1=CC2=C(S1)C=C(C(=C2)OC)OC N-(3-chloro-5-(methylsulfonamido)phenyl)-5,6-dimethoxybenzo[b]thiophene-2-carboxamide